OC1=C(C=C(CC2=C(C=C(OC(C(=O)O)(C)C)C=C2C)C)C=C1)C(C)C 2-(4-(4-hydroxy-3-isopropylbenzyl)-3,5-dimethylphenoxy)-2-methylpropionic acid